4-(1-(difluoromethyl)-1H-pyrazol-3-yl)-2-(4-fluorophenyl)-5-(1-(methylsulfonyl)piperidin-4-yl)pyridine FC(N1N=C(C=C1)C1=CC(=NC=C1C1CCN(CC1)S(=O)(=O)C)C1=CC=C(C=C1)F)F